C(CCCCCCCCCCC)OC(=O)CCCCCNC([O-])=O.C(CCCC)[NH3+] pentylammonium 5-(dodecyloxycarbonyl)pentylcarbamate